Ethyl 5-amino-1-(4-methoxybenzyl)-1H-pyrazole-4-carboxylate NC1=C(C=NN1CC1=CC=C(C=C1)OC)C(=O)OCC